C1(CC1)CN1N=CC(=C1)S(=O)(=O)N(CC1=CC=C(C=C1)OC)CC1=CC=C(C=C1)OC 1-(cyclopropylmethyl)-N,N-bis(4-methoxybenzyl)-1H-pyrazole-4-sulfonamide